C(C=C)N1S(C(C2=C1C(=CC=C2Cl)N)(C)F)(=O)=O 1-Allyl-4-chloro-3-fluoro-3-methyl-1,3-dihydro-2,1-benzothiazol-7-amin-2,2-dioxid